pyrimidopyridinecarboxylic acid amide N1=C(N=CC2=C1C=CC=N2)C(=O)N